ClC1=C(C(=CC=C1)[N+](=O)[O-])N1C2CCCC1CCC2 9-(2-chloro-6-nitro-phenyl)-9-azabicyclo[3.3.1]nonane